2-[3-(N-methyl-N-phenylethylamino)propyl]-1,2,3,4-tetrahydrobenzofuro[3,2-c]pyridine CN(CCC1=CC=CC=C1)CCCN1CC2=C(CC1)OC1=C2C=CC=C1